4-(trifluoromethyl)-3-pyridinebutanoic acid FC(C1=C(C=NC=C1)CCCC(=O)O)(F)F